C(\C=C\C(=O)O)(=O)O.CC(C)OCCOCC1=CC=C(OCC(CNC(C)C)O)C=C1 1-[4-[[2-(1-methylethoxy)ethoxy]methyl]phenoxy]-3-[(1-methylethyl)amino]-2-propanol, (E)-2-butenedioic acid salt